C(C)(C)(C)OC(=O)NCC(=O)N(CC(=O)N(CC(=O)OC)C)C methyl N-(N-((tert-butoxycarbonyl)glycyl)-N-methylglycyl)-N-methylglycinate